8-(cyclopentylmethyl)-2-((4-(4-methylpiperazin-1-yl)phenyl)amino)-5-((triisopropylsilyl)ethynyl)pyrido[2,3-d]pyrimidin-7(8H)-one C1(CCCC1)CN1C(C=C(C2=C1N=C(N=C2)NC2=CC=C(C=C2)N2CCN(CC2)C)C#C[Si](C(C)C)(C(C)C)C(C)C)=O